N-hydroxyethyl-ethylamine OCCNCC